FC1=CC=C(C=C1)C1=C(N(C=CC1=O)C(C)C)C(=O)Cl 3-(4-fluorophenyl)-1-isopropyl-4-oxo-1,4-dihydropyridine-2-carbonyl chloride